3-(4-amino-5-(4-(pyridin-2-ylcarbamoyl)phenyl)quinazolin-8-yl)-2,5-dihydro-1H-pyrrole-1-carboxylic acid tert-butyl ester C(C)(C)(C)OC(=O)N1CC(=CC1)C=1C=CC(=C2C(=NC=NC12)N)C1=CC=C(C=C1)C(NC1=NC=CC=C1)=O